methyl 3-(9-((4-(aminomethyl)-2-methylphenyl)carbamoyl)-4,5-dihydrobenzo[b]thieno[2,3-d]oxepin-8-yl)-6-((4-hydroxybutyl)carbamoyl)picolinate NCC1=CC(=C(C=C1)NC(=O)C1=CC2=C(OCCC3=C2SC=C3)C=C1C=1C(=NC(=CC1)C(NCCCCO)=O)C(=O)OC)C